5-(4-(dimethylamino)-2-isopropylbenzylidene)-1,3-diethyl-2-thiobarbituric acid CN(C1=CC(=C(C=C2C(N(C(N(C2=O)CC)=S)CC)=O)C=C1)C(C)C)C